The molecule is an EET obtained by formal epoxidation of the 8,9-double bond of arachidonic acid. It has a role as a mouse metabolite. It is a conjugate acid of an 8,9-EET(1-). CCCCC/C=C\\C/C=C\\CC1C(O1)C/C=C\\CCCC(=O)O